4-Epoxycyclohexylmethylcarboxylate C12C(CC(CC1)CC(=O)[O-])O2